4-fluoro-1-(pyridin-2-ylmethyl)-1H-pyrazole-3-carboxylic acid FC=1C(=NN(C1)CC1=NC=CC=C1)C(=O)O